3-(4-(2-amino-2-ketoethyl)phenyl)-2,2-dimethylpropionic acid tert-butyl ester C(C)(C)(C)OC(C(CC1=CC=C(C=C1)CC(=O)N)(C)C)=O